(5-((4-(tert-Butyl)phenyl)sulfonyl)thiazol-2-yl)methanamine C(C)(C)(C)C1=CC=C(C=C1)S(=O)(=O)C1=CN=C(S1)CN